carbonic acid ammonium salt [NH4+].C([O-])([O-])=O.[NH4+]